BrC1=CC=C(C=C1)NC1=CC=C(C=C1)F N-(4-bromophenyl)-4-fluoro-aniline